C(C)N1C=2N(C(N=C(C2N=C1)N1C[C@H](N(C[C@@H]1C)C(=O)OC(C)(C)C)C)=O)C tert-butyl (2R,5S)-4-(9-ethyl-3-methyl-2-oxo-3,9-dihydro-2H-purin-6-yl)-2,5-dimethylpiperazine-1-carboxylate